C(C)C1=C(C=CC(=C1)N1CCN(CC1)C)NC1=NC=C(C(=N1)NCCCN1C(C(C1)(C)C)=O)C(F)(F)F 1-(3-((2-((2-ethyl-4-(4-methylpiperazin-1-yl)phenyl)amino)-5-(trifluoromethyl)pyrimidin-4-yl)amino)propyl)-3,3-dimethylazetidin-2-one